CN1C(C(=C(C(=C1)C)[O-])NC(N[C@@H](CC(=O)[O-])C=1C=C(C=CC1)C1=C(C=CC=C1)CC)=O)=O.[Na+].[Na+] Natrium (S)-3-(3-(1,5-Dimethyl-4-oxido-2-oxo-1,2-dihydropyridin-3-yl)ureido)-3-(2'-ethylbiphenyl-3-yl)propanoat